(5-((((2-(pyrrolidin-1-yl)ethyl)carbamoyl)oxy)methyl)-1,3-phenylene)bis(methylene) bis(4,4-bis(octyloxy)butanoate) C(CCCCCCC)OC(CCC(=O)OCC1=CC(=CC(=C1)COC(NCCN1CCCC1)=O)COC(CCC(OCCCCCCCC)OCCCCCCCC)=O)OCCCCCCCC